C1(CCCCC1)COC1=C(C(=O)O)C(=CC(=C1C)OS(=O)(=O)C1=CC=C(C)C=C1)OS(=O)(=O)C1=CC=C(C)C=C1 2-(cyclohexylmethoxy)-3-methyl-4,6-bis(tosyloxy)benzoic acid